barium-bismuth-oxide [Bi]=O.[Ba]